N1=C(C=CC=C1)C1(CC1)NC(=O)[C@@H]1CN(CC[C@H]1NC(=O)C=1N=NN(C1)C1=C(C=C(C=C1)F)F)C1CCCCC1 (3R,4R)-1-Cyclohexyl-4-{[1-(2,4-difluoro-phenyl)-1H-[1,2,3]triazole-4-carbonyl]-amino}-piperidine-3-carboxylic acid (1-pyridin-2-yl-cyclopropyl)-amide